COC=1NC2=CC=C(C=C2C1CCNC(C)=O)O N-[2-(2-Methoxy-5-hydroxy-1H-indol-3-yl)ethyl]acetamide